FC1(CCN(CC1)C1=NC2=CC(=C(C=C2C(=N1)NCC1CCN(CC1)C)OC)C#CCN1CCCC1)F 2-(4,4-difluoropiperidin-1-yl)-6-methoxy-N-((1-methylpiperidin-4-yl)methyl)-7-(3-(pyrrolidin-1-yl)prop-1-yn-1-yl)quinazolin-4-amine